23,29-Difluoro-6,11,11-trimethyl-6-phenyl-14,25-dioxa-3,12,20,31-tetrazapentacyclo[24.3.1.12,5.016,24.017,21]hentriaconta-1(30),2,4,16,18,21,23,26,28-nonaen-13-one FC=1C=C2NC=CC2=C2COC(NC(CCCCC(C3=CN=C(C=4C(=CC=C(OC12)C4)F)N3)(C3=CC=CC=C3)C)(C)C)=O